(1-cycloocten-5-yl)nickel (II) C1=CCCC(CCC1)[Ni+]